(E)-3-(dimethylamino)-1-(tetrahydrofurane-3-yl)prop-2-en-1-one CN(/C=C/C(=O)C1COCC1)C